N-cyclohexyl-5-(pyrimidin-5-ylethynyl)-1H-pyrrolo[2,3-b]Pyridin-4-amine C1(CCCCC1)NC=1C2=C(N=CC1C#CC=1C=NC=NC1)NC=C2